C(C)(C)(C)OC(=O)N1CC=2N=CN=C(C2CC1)N1C[C@@H](CC1)F (R)-4-(3-fluoropyrrolidin-1-yl)-5,6-dihydropyrido[3,4-d]pyrimidine-7(8H)-carboxylic acid tert-butyl ester